The molecule is a branched eight-membered glucosamine oligosaccharide consisting of two fucose, two glucosamine, one glucose (at the reducing end) and three galactose units, linked as shown. C[C@H]1[C@H]([C@H]([C@@H]([C@@H](O1)O[C@@H]2[C@H]([C@H]([C@H](O[C@H]2O[C@@H]3[C@H]([C@H](O[C@@H]([C@H]3O)CO)O[C@H]4[C@H]([C@H](O[C@H]([C@@H]4O[C@H]5[C@H]([C@@H]([C@@H]([C@@H](O5)C)O)O)O)O[C@@H]6[C@H](O[C@H]([C@@H]([C@H]6O)NC(=O)C)O[C@H]7[C@H]([C@H](O[C@H]([C@@H]7O)O[C@@H]8[C@H](OC([C@@H]([C@H]8O)O)O)CO)CO)O)CO)CO)O)NC(=O)C)CO)O)O)O)O)O